FC(C(=O)O)(F)F.NC1=NN2C(N=CC=C2)=C1C(=O)NC(C)C=1C=C(C=2N(C1N1CCS(CCC1)(=O)=O)C(=NC2)C)Cl 2-Amino-N-(1-(8-chloro-5-(1,1-dioxido-1,4-thiazepan-4-yl)-3-methylimidazo[1,5-a]pyridin-6-yl)ethyl)pyrazolo[1,5-a]pyrimidine-3-carboxamide trifluoroacetate salt